COC=1C(=CC2=C(N=C(S2)NC(C(CC)C2=CC=C(C=C2)S(=O)(=O)CC)=O)C1)OC N-(5,6-Dimethoxy-benzothiazol-2-yl)-2-(4-ethanesulfonyl-phenyl)-butyramide